6-((4-(3-(3,4-dichlorophenyl)-1,2,4-oxadiazol-5-yl)piperidin-1-yl)methyl)pyrimidine-2,4(1H,3H)-dione ClC=1C=C(C=CC1Cl)C1=NOC(=N1)C1CCN(CC1)CC1=CC(NC(N1)=O)=O